BrC=1N=C(SC1)N(C)C 4-bromo-N,N-dimethylthiazol-2-amine